ClC1=C(C=C(C(=O)N(C)C2=C(C(=CC=C2)F)Cl)C=C1)N1C(N=C(C=C1C)C(F)(F)F)=O 4-chloro-N-(2-chloro-3-fluoro-phenyl)-N-methyl-3-(6-methyl-2-oxo-4-trifluoromethyl-2H-pyrimidin-1-yl)-benzamide